BrC1=CC(=CC2=C1N(C(=N2)C)C)C(=O)[O-] 7-bromo-1,2-dimethyl-1H-benzo[d]imidazole-5-carboxylate